NC1=C(C(=O)NC2=CN=CC3=CC=CC=C23)C=C(C=C1)Cl 2-amino-5-chloro-N-(isoquinolin-4-yl)benzamide